3-(4-methyl-3-trifluoromethyl-phenyl)urea CC1=C(C=C(C=C1)NC(N)=O)C(F)(F)F